2,2'-di(methoxy)-1,1'-binaphthalene COC1=C(C2=CC=CC=C2C=C1)C1=C(C=CC2=CC=CC=C12)OC